(2-(aminomethyl)-3-fluoroallyloxy)-2-cyclopropyl-3,4-dihydroisoquinolin-1(2H)-one hydrochloride Cl.NCC(COC1N(C(C2=CC=CC=C2C1)=O)C1CC1)=CF